FC1=C(C=CC=C1F)[C@@H]1N(OCC1)C1=CC(=NC=N1)NC=1C(=CC(=C(C1)NC(C=C)=O)N1[C@@H](CN(CC1)C)C)OC N-(5-((6-((R)-3-(2,3-difluoro-phenyl)-isoxazolidine-2-yl)pyrimidine-4-yl)amino)-2-((R)-2,4-dimethyl-piperazine-1-yl)-4-methoxyphenyl)acrylamide